4-Bromo-N-(tert-butyldiphenylsilyl)naphthalene-1-sulfonamide BrC1=CC=C(C2=CC=CC=C12)S(=O)(=O)N[Si](C1=CC=CC=C1)(C1=CC=CC=C1)C(C)(C)C